2,6-dichloro-N4-isopropylpyrimidine-4,5-diamine ClC1=NC(=C(C(=N1)NC(C)C)N)Cl